OC1=C(C=CC=C1)C1=CC=CC=C1O 2,6'-dihydroxybiphenyl